tert-butyldiphenyl-((4-(7,9,9-trimethyl-1,4-dioxaspiro[4.5]dec-7-en-8-yl)but-3-yn-2-yl)oxy)silane 3-azido-2-hydroxypropyl-methacrylate N(=[N+]=[N-])CC(COC(C(=C)C)=O)O.C(C)(C)(C)[Si](OC(C)C#CC1=C(CC2(OCCO2)CC1(C)C)C)(C1=CC=CC=C1)C1=CC=CC=C1